tert-butyl 2-(4-fluorophenyl)-7,7-dimethyl-3-(pyridin-4-yl)-6,7-dihydropyrazolo[1,5-a]pyrazine-5(4H)-carboxylate FC1=CC=C(C=C1)C1=NN2C(CN(CC2(C)C)C(=O)OC(C)(C)C)=C1C1=CC=NC=C1